methyl-d3 4-amino-1-(4-aminophenyl)-2-oxo-7-(trifluoromethyl)-1,2-dihydro-1,8-naphthyridine-3-carboxylate NC1=C(C(N(C2=NC(=CC=C12)C(F)(F)F)C1=CC=C(C=C1)N)=O)C(=O)OC([2H])([2H])[2H]